formamidine-HCl Cl.C(=N)N